C(C)(=O)C1CNC(C2=CC=C(C=C12)Br)=O 4-acetyl-6-bromo-3,4-dihydroisoquinolin-1(2H)-one